N[C@@H]1CN(CC1)C=1C=C(C=CC1)CS(=O)(=O)NC1=CC=C(C=C1)C1=CC2=C(N=CN=C2N2CCC(CC2)(F)F)N1 1-{3-[(3S)-3-aminopyrrolidin-1-yl]phenyl}-N-{4-[4-(4,4-difluoropiperidin-1-yl)-7H-pyrrolo[2,3-d]pyrimidin-6-yl]phenyl}methanesulfonamide